manganese potassium formate C(=O)[O-].[K+].[Mn+2].C(=O)[O-].C(=O)[O-]